tert-butyl 3-(4-methoxy-4-methylpiperidin-1-yl)-3-methylpyrrolidine-1-carboxylate COC1(CCN(CC1)C1(CN(CC1)C(=O)OC(C)(C)C)C)C